ClC=1C=C(C=CC1C(F)(F)F)NC(=O)N1[C@H]2CC[C@@H]1CC=1C=NC=CC12 (5S,8R)-N-(3-chloro-4-(trifluoromethyl)phenyl)-6,7,8,9-tetrahydro-5H-5,8-epimino-cyclohepta[c]-pyridine-10-carboxamide